FC1=C(C=C(C=C1)CC1=NNC(C2=CC=CC=C12)=O)C1=CC2=C(NC(=N2)NC(OC)=O)C=C1 Methyl (5-(2-fluoro-5-((4-oxo-3,4-dihydrophthalazin-1-yl)methyl)phenyl)-1H-benzoimidazol-2-yl)carbamate